C(=O)(O)[C@H](O)[C@@H](O)C(=O)O.COC(=O)[C@@H]1C=C[C@@H](C1)N (1S,4R)-4-aminocyclopent-2-ene-1-carboxylic acid methyl ester L-tartrate